C(C)(C)(CC)C=1C(=C(C=CC1)NC1=CC=CC=C1)C(C)(C)CC di-tert-amyldiphenylamine